OC=1C=C(C=C(C1O)O)C=CC1=CC(=C(C(=C1)O)O)O 3,4,5,3',4',5'-hexahydroxystilbene